OC=1C=C(/C=C/C2=C(OC3(C(COCC3O)O)O)C=CC=C2)C=CC1 4-((E-3-hydroxystyryl)phenoxy)-tetrahydro-2H-pyran-3,4,5-triol